dihydro-2,2-dimethyl-5-phenyl-3(2H)-furanone CC1(OC(CC1=O)C1=CC=CC=C1)C